6-(4-(1-(3-Oxo-4-(trifluoromethyl)-3,5,6,7-tetrahydro-2H-cyclopenta[c]pyridazin-7-yl)pyrrolidin-3-carbonyl)piperazin-1-yl)nicotinonitrile O=C1C(=C2C(=NN1)C(CC2)N2CC(CC2)C(=O)N2CCN(CC2)C2=NC=C(C#N)C=C2)C(F)(F)F